COC(=O)[C@H]1N(C[C@@H](C1)N=[N+]=[N-])C([C@@H](CC1CCCCC1)NC(=O)OC(C)(C)C)=O (2S,4R)-4-azido-1-((R)-2-((tert-butoxycarbonyl)amino)-3-cyclohexylpropionyl)pyrrolidine-2-carboxylic acid methyl ester